FC=1C=C(C=C(C1)F)CC(=O)NN1C(C2=CC=CC=C2C(=N1)C1=CC=C(C=C1)C(C)C)=O 2-(3,5-difluorophenyl)-N-[4-(4-isopropylphenyl)-1-oxophthalazin-2(1H)-yl]acetamide